C(CCCCC)OC(CCCCCCCCCCN(CCOC(NCCN(C)C)=O)CCCCCCCCCCC(=O)OCCCCCC)=O hexyl 10-(11-(hexyloxy)-11-oxoundecyl)-2-methyl-6-oxo-7-oxa-2,5,10-triazahenicosan-21-oate